tert-Butyl 5-amino-5-oxo-2-(2-oxo-2,3-dihydro-1H-benzo[d]imidazol-1-yl)pentanoate NC(CCC(C(=O)OC(C)(C)C)N1C(NC2=C1C=CC=C2)=O)=O